OCCOCCCOCCOCCOCCC1=C(C=CC=C1)C1=CC=CC2=C1CC(O2)=O 4-((15-hydroxy-3,6,9,13-tetraoxapentadecyl)phenyl)benzofuran-2(3H)-one